C(=O)(O)CCCOC1=C(C=CC(=C1)N)C1=C(C=C(N)C=C1)OCCCC(=O)O 2,2'-bis(3-carboxypropoxy)-4,4'-benzidine